lanthanum-calcium-iron-tungsten [W].[Fe].[Ca].[La]